OC1CN(C1)C=1N=CC(=C2C=CN=CC12)C(C)C 8-(3-hydroxyazetidin-1-yl)-5-isopropyl-2,7-naphthyridin